N,N'-xylylenebismaleimide C=1(C(=CC=CC1)CN1C(C=CC1=O)=O)CN1C(C=CC1=O)=O